[(2R,3S,4R,5R)-5-[2-chloro-4-(ethylamino)-pyrrolo[2,3-d]-pyrimidin-7-yl]-3,4-dihydroxy-tetrahydro-furan-2-yl]methoxy-methylphosphonic acid ClC=1N=C(C2=C(N1)N(C=C2)[C@H]2[C@@H]([C@@H]([C@H](O2)COCP(O)(O)=O)O)O)NCC